4-(methylthio)pyridin-2-amine CSC1=CC(=NC=C1)N